2-(2-amino-1H-benzoimidazol-1-yl)-8-methoxy-N-(phenylmethyl)-4-quinazolinamine NC1=NC2=C(N1C1=NC3=C(C=CC=C3C(=N1)NCC1=CC=CC=C1)OC)C=CC=C2